C(C1=CC=CC=C1)N[C@H]1[C@H]([C@@H]2CC[C@H](C1)N2C(=O)OC(C)(C)C)F |r| rac-tert-Butyl (1S,2R,3R,5R)-3-(benzylamino)-2-fluoro-8-azabicyclo[3.2.1]octane-8-carboxylate